(1-cyanocyclopropyl)-3-(5-methyl-1,3,4-thiadiazol-2-yl)-2-oxo-1H-benzimidazole-5-sulfonamide C(#N)C1(CC1)N1C(N(C2=C1C=CC(=C2)S(=O)(=O)N)C=2SC(=NN2)C)=O